ClC1=C(C=CC=C1)C=1C(N=C(N2N=CC(=CC21)C)NC)=O 5-(2-Chlorophenyl)-3-methyl-8-(methylamino)-6H-pyrimido[1,6-b]pyridazin-6-one